(R)-(1-(3,3-difluoroazetidin-1-yl)-1-oxopropan-2-yl)carbamic acid tert-butyl ester C(C)(C)(C)OC(N[C@@H](C(=O)N1CC(C1)(F)F)C)=O